3-[4-[(2,3-dichloro-6-methoxyphenyl)methyl]Piperidine-1-carbonyl]Pyrrolidine-1-carboxylic acid tert-butyl ester C(C)(C)(C)OC(=O)N1CC(CC1)C(=O)N1CCC(CC1)CC1=C(C(=CC=C1OC)Cl)Cl